tropen C12=CCC[C@H](CC1)N2C